C1=C(C=C(C=C1Cl)Cl)[N+](=O)[O-] 3,5-dichloronitrobenzene